methyl (1r,3s)-3-[2-(1-{4-[(1R)-1-(2,4-dichlorophenyl)ethoxy]-5-methylpyridin-2-yl} azetidin-3-yl)morpholin-4-yl]-1-methylcyclobutane-1-carboxylate ClC1=C(C=CC(=C1)Cl)[C@@H](C)OC1=CC(=NC=C1C)N1CC(C1)C1CN(CCO1)C1CC(C1)(C(=O)OC)C